O(S(=O)(=O)C(F)(F)F)C1=CC=2C=NN(C(C2CC1)=O)C1=NC=CC=C1 1-oxo-2-(pyridin-2-yl)-1,2,7,8-tetrahydrophthalazin-6-yl triflate